FC1(CC(C1)C1=NN(C2=C1C=NC(=C2)NC(C)=O)C2=NC(=CC=C2)C(C)(F)F)F N-(3-(3,3-difluorocyclobutyl)-1-(6-(1,1-difluoroethyl)pyridin-2-yl)-1H-pyrazolo[4,3-c]pyridin-6-yl)acetamide